CC1=C(C(=O)NC2=CC=C(C3=CC=CC=C23)S(N[C@H](C)C2CCNCC2)(=O)=O)C=CC=C1 (R)-2-methyl-N-(4-(N-(1-(piperidin-4-yl)ethyl)sulfamoyl)naphthalen-1-yl)benzamide